C([C@H]([C@@H]([C@@H](COP(=O)(O)O)O)O)O)C(=O)C(=O)O The molecule is a ketoaldonic acid phosphate consisting of 2-dehydro-3-deoxy-D-arabino-heptonic acid having a phospho group at the 7-position. It has a role as an Escherichia coli metabolite. It is a conjugate acid of a 7-phospho-2-dehydro-3-deoxy-D-arabino-heptonate.